CC(C)NC\C=C/C1=C(C=CC(=C1)F)S(=O)(=O)NC1=CC=C2[C@@H]3[C@H](COC2=C1C(=O)O)C3 |r| (1aRS,7bSR)-5-{2-[(Z)-3-(propan-2-yl)aminoprop-1-enyl]-4-fluorobenzenesulfonyl-amino}-1,1a,2,7b-tetrahydrocyclopropa[c]chromene-4-carboxylic acid